N(=C=O)C(C=1OC=CC1)N=C=O 2-(diisocyanatomethyl)furan